BrC1=C(C=CC(=C1F)I)F 2-bromo-1,3-difluoro-4-iodobenzene